C(CC1=CC=CC=C1)C1(C(=O)OCCCC1)CCC1=CC=CC=C1 α,α-diphenethyl-ε-caprolactone